[Au].[Pd].[Pt].[Au] gold-platinum-palladium-gold